2-(4-(6-((4-chloro-6-(((R)-1-cyanoethyl)carbamoyl)pyridin-3-yl)methoxy)pyridin-2-yl)-2,5-difluorobenzyl)-1-(((S)-oxetan-2-yl)methyl)-1H-benzo[d]imidazole-6-carboxylic acid ClC1=C(C=NC(=C1)C(N[C@H](C)C#N)=O)COC1=CC=CC(=N1)C1=CC(=C(CC2=NC3=C(N2C[C@H]2OCC2)C=C(C=C3)C(=O)O)C=C1F)F